1-(6-amino-3-pyridinyl)cyclopropanecarbonitrile NC1=CC=C(C=N1)C1(CC1)C#N